2-octyldodecanol myristate (2-Octyldodecyl-myristate) C(CCCCCCC)C(CC(C(=O)O)CCCCCCCCCCCC)CCCCCCCCCC.C(CCCCCCCCCCCCC)(=O)O.C(CCCCCCC)C(CO)CCCCCCCCCC